(6-((2-((2-methoxy-4-(4-(4-methylpiperazin-1-yl)piperidin-1-yl)phenyl)amino)-7H-pyrrolo[2,3-d]pyrimidin-4-yl)amino)quinoxalin-5-yl)dimethylphosphine oxide COC1=C(C=CC(=C1)N1CCC(CC1)N1CCN(CC1)C)NC=1N=C(C2=C(N1)NC=C2)NC=2C(=C1N=CC=NC1=CC2)P(C)(C)=O